C(C)(C)[Si](C=C)(C=C)C(C)C diisopropyldivinyl-silane